N-(4-fluoro-1H-indol-7-yl)-1-methyl-pyrazole-4-sulfonamide FC1=C2C=CNC2=C(C=C1)NS(=O)(=O)C=1C=NN(C1)C